5-ethoxy-7-(3-isopropyl-5-(piperidin-4-yl)-1H-indol-2-yl)-[1,2,4]triazolo[1,5-a]pyridine C(C)OC1=CC(=CC=2N1N=CN2)C=2NC1=CC=C(C=C1C2C(C)C)C2CCNCC2